FC(C(=O)O)(F)F.NCC(CN1N=CN(C1=O)C1=C(C=C(C=C1)N1C(CCC2=CC=CC(=C12)C)=O)F)=C(F)F [4-[1-[2-(aminomethyl)-3,3-difluoro-allyl]-5-oxo-1,2,4-triazol-4-yl]-3-fluoro-phenyl]-8-methyl-3,4-dihydro-1H-quinolin-2-one trifluoroacetate